6-[[(3R)-1-ethyl-3-piperidinyl]amino]-3-(4-fluoro-2-hydroxy-phenyl)-4-methyl-1,2,4-triazin-5-one C(C)N1C[C@@H](CCC1)NC=1C(N(C(=NN1)C1=C(C=C(C=C1)F)O)C)=O